C(C)(C)(C)OC(=O)N1[C@@H](C=CC1)C(=O)N1CCN(CC1)C(C1=C(C=C(C=C1)NC(=O)C=1N(C(=CN1)C1=C(C(=C(C=C1)OC)F)F)C)Cl)=O |r| rac-(2S)-2-[4-[2-chloro-4-[[5-(2,3-difluoro-4-methoxy-phenyl)-1-methyl-imidazole-2-carbonyl]amino]benzoyl]piperazine-1-carbonyl]-2,5-dihydropyrrole-1-carboxylic acid tert-butyl ester